C(C)(C)(C)OC(=O)N1[C@@H](CN(C[C@@H]1C)C1=C2C=NC=NC2=C(C=C1)C(=O)OC)C methyl 5-[(3R,5S)-4-tert-butoxycarbonyl-3,5-dimethyl-piperazin-1-yl]quinazoline-8-carboxylate